N[C@H]1C[C@H](CC1)C1=C(C#N)C=CC(=C1)Cl ((1s,3r)-3-aminocyclopentyl)-4-chlorobenzonitrile